CN=C(O)C=1C=CC=2C3=CC=C(C=4C(=CC=C(C5=CC=C(C1C52)C(O)=NC)C43)C(=O)O)C(=O)O N,N'-dimethyl-3,4,9,10-perylenetetracarboxylic acid diimide